3-(2,4-difluorophenyl)-N-(4-(4-methoxy-2-nitrophenyl)pyridin-2-yl)propanamide FC1=C(C=CC(=C1)F)CCC(=O)NC1=NC=CC(=C1)C1=C(C=C(C=C1)OC)[N+](=O)[O-]